Ethyl 7-hydroxy-2-oxo-2H-1-benzopyran-3-carboxylate OC1=CC2=C(C=C(C(O2)=O)C(=O)OCC)C=C1